CC1(CCCCCC1)O 1-methylcycloheptan-1-ol